dimethylaminoethoxyethylmorpholine CN(C)CCOCCN1CCOCC1